N-((4-methoxypyridin-2-yl)methyl)-5-(4-(5-((pyridin-2-ylmethyl)carbamoyl)-1,3,4-thiadiazol-2-yl)butyl)-1,3,4-thiadiazole-2-carboxamide COC1=CC(=NC=C1)CNC(=O)C=1SC(=NN1)CCCCC=1SC(=NN1)C(NCC1=NC=CC=C1)=O